2-(chloromethyl)-5-methyl-4-(trifluoromethyl)pyridine ClCC1=NC=C(C(=C1)C(F)(F)F)C